7-butyl-3-((2,4-dimethoxybenzyl)amino)isothiazolo[3,4-d]pyrimidine-4,6(5H,7H)-dione C(CCC)N1C(NC(C=2C1=NSC2NCC2=C(C=C(C=C2)OC)OC)=O)=O